C1(CC1)CC=1N(C(=C(C1C(=O)NC1=CC(=C(C=C1)F)C)C)C(C(=O)NC1CCC(CC1)O)=O)C 2-(cyclopropylmethyl)-N-(4-fluoro-3-methylphenyl)-5-(2-(((1s,4s)-4-hydroxycyclohexyl)amino)-2-oxoacetyl)-1,4-dimethyl-1H-pyrrole-3-carboxamide